CP(C=C)(CC#C)=O methyl-(2-propynyl)(vinyl)phosphine oxide